(2-fluorophenyl)picolinamide FC1=C(C=CC=C1)C=1C(=NC=CC1)C(=O)N